FC1=CC=C(C(=O)NC2=CC=C(C=C2)C2=CC=C3C(=NNC3=C2)\C=C\C2=NC=CC=C2)C=C1 (E)-4-fluoro-N-(4-(3-(2-(pyridin-2-yl)vinyl)-1H-indazol-6-yl)phenyl)benzamide